3-(7-((4-(dimethylamino)cyclohexyl)amino)-3-(2,2,2-trifluoroethyl)thieno[3,2-c]pyridin-2-yl)prop-2-yn CN(C1CCC(CC1)NC=1C2=C(C=NC1)C(=C(S2)C#CC)CC(F)(F)F)C